O=C1C=C2N(CCC3=CC=CC=C23)C=C1C(=O)O 2-oxo-6,7-dihydro-2H-pyrido[2,1-a]isoquinoline-3-carboxylic acid